ClC1=NSC=2C1=NC(=CC2OCC2=CC=C(C=C2)OC)N2[C@@H](COCC2)C (R)-4-(3-chloro-7-((4-methoxybenzyl)oxy)isothiazolo[4,5-b]pyridin-5-yl)-3-methylmorpholine